N1N=CC2=CC(=CC=C12)C=1C(=C(C(=NC1)N)N)C (1H-indazol-5-yl)-4-methylpyridine-2,3-diamine